2-((2-chloro-6-(1-methylcyclopropyl)-5,6,7,8-tetrahydropyrido[4,3-d]pyrimidin-4-yl)amino)-1-fluoro-5,6,8,9,10,11-hexahydro-7H-pyrido[3',4':4,5]pyrrolo[2,3-f]isoquinolin-7-one ClC=1N=C(C2=C(N1)CCN(C2)C2(CC2)C)NC=2N=CC=1CCC3=C(C1C2F)NC2=C3C(NCC2)=O